aminopropyl-butanone oxime NCCCCC(CC)=NO